6-BENZYLOXY-2-FLUORO-3-METHYLPHENYLBORONIC ACID C(C1=CC=CC=C1)OC1=CC=C(C(=C1B(O)O)F)C